FC(C)(C)S(=O)(=O)N 2-fluoropropane-2-sulfonamide